4-amino-N-(2-(thiophen-2-yl)ethyl)benzamide NC1=CC=C(C(=O)NCCC=2SC=CC2)C=C1